2-methylsuccinic acid, dimethyl ester CC(C(=O)OC)CC(=O)OC